N-((S,E)-1-cyclopropyl-3-(methylsulfonyl)allyl)-2-((1R,3R)-3-methylcyclobutyl)-4-phenoxypyrimidine-5-carboxamide C1(CC1)[C@@H](\C=C\S(=O)(=O)C)NC(=O)C=1C(=NC(=NC1)C1CC(C1)C)OC1=CC=CC=C1